C(C1=CC=CC=C1)OC1=C(C(=C(C(=O)O)C(=C1C)C)O)C 4-(benzyloxy)-2-hydroxy-3,5,6-trimethylbenzoic acid